3-(4-(6-bromopyridazin-3-yl)phenyl)-1-phenyl-1H-pyrazol-5(4H)-one BrC1=CC=C(N=N1)C1=CC=C(C=C1)C1=NN(C(C1)=O)C1=CC=CC=C1